O=C1N(CCN2[C@@H]1CNCC2)C2=NC=CC(=C2)C2=CC=CC=C2 (R)-9-Oxo-8-(4-phenylpyridin-2-yl)octahydro-2H-pyrazino[1,2-a]pyrazin